ClC=1C=C2C=3C=C(C=C(C3NC2=CC1)CCNC(=N)NC)NC1=CC=C(C=C1)Cl 1-(2-(6-Chloro-3-((4-chlorophenyl)amino)-9H-carbazol-1-yl)ethyl)-3-methylguanidine